tributyl(5,6-dihydro-4H-pyran-2-yl)stannane C(CCC)[Sn](C=1OCCCC1)(CCCC)CCCC